Cl.N1=NC(=CC=C1)C=O pyridazine-3-carbaldehyde hydrochloride